benzyl Dihydroxybenzoate OC=1C(=C(C(=O)OCC2=CC=CC=C2)C=CC1)O